(R)-9-(4-chloro-3-fluorophenyl)-5-fluoro-2,7,8,9-tetrahydro-3H-pyrido[4,3,2-de]phthalazin-3-one ClC1=C(C=C(C=C1)[C@@H]1CNC=2C=3C1=NNC(C3C=C(C2)F)=O)F